6,9-dibromo-1,1-dimethyl-2,3-dihydro-1H-phenalene-5,8-diol BrC1=C(C=C2CCC(C=3C(=C(C=C1C32)O)Br)(C)C)O